OCC=1C=C(C=C2C(C=C(OC12)N1CCOCC1)=O)C(=O)N(C)C 8-(hydroxymethyl)-N,N-dimethyl-2-morpholino-4-oxo-4H-chromene-6-carboxamide